propionyl-carnitine CCC(=O)OC(CC(=O)[O-])C[N+](C)(C)C